(S)-2-(2-((1-(tert-butoxy)-3-(1H-indol-3-yl)-1-oxopropan-2-yl)carbamoyl)-2,3-dihydro-1H-inden-2-yl)acetic acid C(C)(C)(C)OC([C@H](CC1=CNC2=CC=CC=C12)NC(=O)C1(CC2=CC=CC=C2C1)CC(=O)O)=O